BrC1=CC(=C(C(=C1)[N+](=O)[O-])N[C@H]1C[C@H](CCC1)NC(=O)C1=CC(NC2=CC=CC(=C12)OC)=O)C(NC)=O N-((1S,3R)-3-((4-bromo-2-(methylcarbamoyl)-6-nitrophenyl)amino)cyclohexyl)-5-methoxy-2-oxo-1,2-dihydroquinoline-4-carboxamide